5,7-dihydroxy-2-(4-hydroxyphenyl)-8-((4-(4-(trifluoromethyl)benzyl)piperazin-1-yl)methyl)-4H-benzopyran-4-one OC1=CC(=C(C2=C1C(C=C(O2)C2=CC=C(C=C2)O)=O)CN2CCN(CC2)CC2=CC=C(C=C2)C(F)(F)F)O